C1(CC1)C1=NC(=CC(=C1)C1=CC(=C2C(=N1)N=C(N2)C2=CC=C(C=C2)N2CCCCC2)N(C)CC2(CCC2)COC)C(F)(F)F 1-(4-{5-[2-Cyclopropyl-6-(trifluoromethyl)pyridin-4-yl]-7-[{[1-(methoxymethyl)cyclobutyl]methyl}(methyl)amino]-1H-imidazo[4,5-b]pyridin-2-yl}phenyl)piperidin